The molecule is an isomer of selinene where the double bond in the octahydronaphthalene ring system is endocyclic with (2R,4aR,8aS)-configuration. It has been isolated from termites. It has a role as an animal metabolite. It is a selinene and a member of octahydronaphthalenes. CC1=CCC[C@]2([C@@H]1C[C@@H](CC2)C(=C)C)C